(R)-1-{6-[(R)-2-carboxypyrrolidin-1-yl]-6-oxohexanoyl}pyrrolidine-2-carboxylic acid C(=O)(O)[C@@H]1N(CCC1)C(CCCCC(=O)N1[C@H](CCC1)C(=O)O)=O